(trans)-4-((R)-7-(4-Bromo-3-(trifluoromethyl)benzoyl)-2-(isopropylamino)-6-methyl-4-oxo-5,6,7,8-tetrahydropyrido[3,4-d]pyrimidin-3(4H)-yl)-N-methyl-cyclohexanecarboxamide BrC1=C(C=C(C(=O)N2CC=3N=C(N(C(C3C[C@H]2C)=O)[C@@H]2CC[C@H](CC2)C(=O)NC)NC(C)C)C=C1)C(F)(F)F